FC(C(=O)O)(F)F.FC(C(=O)O)(F)F.FC(C(=O)O)(F)F.N[C@@H](C(=O)N[C@@H](C(=O)NC(C(=O)N1CCC(CC1)C(=O)O)CCCC)CC(F)(F)F)CC1=CC=CC=C1 [2-[[(2R)-2-[[(2R)-2-amino-3-phenyl-propionyl]amino]-4,4,4-trifluorobutanoyl]amino]hexanoyl]piperidine-4-carboxylic acid Tritrifluoroacetate